2-(2-(cyclopropanesulfonylamino)thiazol-4-yl)-N-(4-(6-propoxypyrazin-2-yl)phenyl)butanamide C1(CC1)S(=O)(=O)NC=1SC=C(N1)C(C(=O)NC1=CC=C(C=C1)C1=NC(=CN=C1)OCCC)CC